(4-(1H-indol-5-yl)-2,3-dihydro-1H-pyrrolo[2,3-c]pyridin-1-yl)(2-fluorophenyl)methanone N1C=CC2=CC(=CC=C12)C1=C2C(=CN=C1)N(CC2)C(=O)C2=C(C=CC=C2)F